O=C1C=2C(=CC=CC2C(C=2C1=CC=C1C3=CC(=C4C(=C3NC21)C(C=2C=CC=CC2C4=O)=O)NC(C4=CC=CC=C4)=O)=O)NC(C4=CC=CC=C4)=O N,N'-(10,15,16,17-tetrahydro-5,10,15,17-tetraoxo-5H-dinaphtho[2,3-a:2',3'-i]carbazole-4,9-diyl)bis(benzamide)